C(=O)C1=CC=C(C=C1)C=1C(=CC(=CC1)C(F)(F)F)OCC1=C(C#N)C=CC=C1 (4'-formyl-4-(trifluoromethyl)-[1,1'-biphenyl]-2-oxy)methylbenzonitrile